FC=1C=C(C=C(C1F)N1CCNCC1)C=1C=C2C(=NC1)NC=C2C2=CC=C1C(CC3(CCNCC3)OC1=C2)=O 7-(5-(3,4-difluoro-5-(piperazin-1-yl)phenyl)-1H-pyrrolo[2,3-b]pyridin-3-yl)spiro[chromane-2,4'-piperidin]-4-one